FC1=C(C=C2C=CN(C2=C1)C1=CC=C(C=C1)C(F)(F)F)C(C(=O)N)=C (6-fluoro-1-(4-(trifluoromethyl)phenyl)-1H-indol-5-yl)acrylamide